C(C)OP(=O)(OCC)CC1=NN=CN=N1 6-((diethoxyphosphoryl)methyl)-1,2,4,5-tetrazin